2-bromo-5-fluoro-6-formylpyridine BrC1=NC(=C(C=C1)F)C=O